2-(2,5-dimethoxy-4-propan-2-yloxyphenyl)ethanamine COC1=C(C=C(C(=C1)OC(C)C)OC)CCN